C(C)C1=C(C=CC2=C1C(=C(O2)C(=O)O)C)S(N(CC)C2=C(C=C(C=C2)N(CCC)CC)CN(CC=2OC=CC2)C(C2=C(C=CC=C2)Cl)=O)(=O)=O Ethyl-5-(N-(2-((2-chloro-N-(furan-2-ylmethyl)benzoylamino)methyl)-4-(ethyl(propyl)amino)phenyl)-N-Ethylsulfamoyl)-3-methylbenzofuran-2-carboxylic acid